FC1=C(C(=C(C(=C1[B-](C1=C(C(=C(C(=C1F)F)F)F)F)(C1=C(C(=C(C(=C1F)F)F)F)F)C1=C(C(=C(C(=C1F)F)F)F)F)F)F)F)F.C(CCCCCCCCCCCCCCCCC)C([NH3+])CCCCCCCCCCCCCCCCCC N-dioctadecylmethylammonium tetrakis(pentafluorophenyl)borate